4-(3,5-Dichlorophenoxy)aniline ClC=1C=C(OC2=CC=C(N)C=C2)C=C(C1)Cl